N-isopentylbenzene-1,2-diamine C(CC(C)C)NC=1C(=CC=CC1)N